C(C)(C)OC1=CC=C(C=N1)CN1CCC(CC1)C=1C=C2CN(C(C2=CC1)=O)C1C(NC(CC1)=O)=O 3-(5-(1-((6-isopropoxy-pyridin-3-yl)methyl)piperidin-4-yl)-1-oxo-isoindolin-2-yl)piperidine-2,6-dione